COC(C[C@H](C1CCCC1)N1N=CC(=C1)I)=O (R)-3-(4-Iodo-1H-pyrazol-1-yl)-3-cyclopentylpropanoic acid methyl ester